FC1=CC=C(C=C1)C(C(=O)NC1=NC=CC(=C1)C1=C(C2=NC(=CC=C2N1)F)C1=NC=CC=C1)C (+)-2-(4-fluorophenyl)-N-{4-[5-fluoro-3-(pyridin-2-yl)-1H-pyrrolo[3,2-b]pyridin-2-yl]pyridin-2-yl}propanamide